FC(C(=O)O)(F)F.CN(C=1SC=2N=C(SC2N1)C=1C=CC(=C2C=CNC12)C=1C=NNC1)[C@@H]1C[C@@H](NCC1)C N-Methyl-N-[(2S,4S)-2-methylpiperidin-4-yl]-5-[4-(1H-pyrazol-4-yl)-1H-indol-7-yl][1,3]thiazolo[5,4-d][1,3]thiazol-2-amin Trifluoroacetat